C(CCCCCCCCCCCCCCC)N1C=C(C(C=C1)=O)OCC=C N-hexadecyl-3-(2-propen-1-yloxy)-pyridin-4-one